1-(4-(3-(4-amino-1-(4-methoxybenzyl)-7-(1H-pyrazol-3-yl)-1H-imidazo[4,5-d]thieno[3,2-b]pyridin-2-yl)propyl)piperazin-1-yl)ethanone NC1=C2C(=C3C(=N1)C=C(S3)C3=NNC=C3)N(C(=N2)CCCN2CCN(CC2)C(C)=O)CC2=CC=C(C=C2)OC